1-bromo-4-(chloromethoxy)cyclohexene BrC1=CCC(CC1)OCCl